2'-((4-(methylsulfonyl)phenyl)amino)-6'H-spiro[cyclohexane-1,9'-pyrazino[1',2':1,5]pyrrolo[2,3-d]pyrimidin]-6'-ol CS(=O)(=O)C1=CC=C(C=C1)NC=1N=CC2=C(N1)N1C(=C2)C(N=CC12CCCCC2)O